6-chloro-2-cyclopropyl-8-[(1R,2R)-2-(4-fluorophenyl)cyclopropyl]imidazo[1,2-b]pyridazine ClC=1C=C(C=2N(N1)C=C(N2)C2CC2)[C@H]2[C@@H](C2)C2=CC=C(C=C2)F